O1C(=CC=C1)C1=CC=C(S1)CN1CCN(CC1)CC=1C=C2C=NC(C2=CC1)=O 5-((4-((5-(furan-2-yl)thiophen-2-yl)methyl)piperazin-1-yl)methyl)-1-oxoisoindole